C(CC(=O)OCC(CCCCC)CCCCC)(=O)OCC(COC(CC(CCCCC)CCCCC)=O)(COC(CC(CCCCC)CCCCC)=O)COC(CCCN(C)C)=O 2-({[4-(Dimethylamino)butanoyl]oxy}methyl)-3-[(3-pentyloctanoyl)oxy]-2-{[(3-pentyloctanoyl)oxy]methyl}propyl 2-pentylheptyl propanedioate